FC1(OC2=C(O1)C=CC(=C2)C2(CC2)C(=O)NC2=CC=C(C(=N2)C=2C=C(C(=O)NCCOCCOCCNC(OC(C)(C)C)=O)C=CC2)C)F tert-butyl (2-(2-(2-(3-(6-(1-(2,2-difluorobenzo[d][1,3]dioxol-5-yl)cyclopropane-1-carboxamido)-3-methylpyridin-2-yl)benzamido)ethoxy)ethoxy)ethyl)carbamate